[SiH3]OC#N silylCyanate